Tri(propyl)germanium C(CC)[Ge](CCC)CCC